2,8-dimethyl-6-(4-methylpiperazin-1-yl)-N-{(1R)-1-[2-methyl-3-(trifluoromethyl)phenyl]ethyl}pyrido[3,4-d]pyrimidin-4-amine CC=1N=C(C2=C(N1)C(=NC(=C2)N2CCN(CC2)C)C)N[C@H](C)C2=C(C(=CC=C2)C(F)(F)F)C